9,9'-(5'-(4,6-diphenyl-1,3,5-triazin-2-yl)-2'-(pyridin-2-yl)-[1,1':3',1''-terphenyl]-4,4''-diyl)bis(3,6-diphenyl-9H-carbazole) C1(=CC=CC=C1)C1=NC(=NC(=N1)C1=CC=CC=C1)C=1C=C(C(=C(C1)C1=CC=C(C=C1)N1C2=CC=C(C=C2C=2C=C(C=CC12)C1=CC=CC=C1)C1=CC=CC=C1)C1=NC=CC=C1)C1=CC=C(C=C1)N1C2=CC=C(C=C2C=2C=C(C=CC12)C1=CC=CC=C1)C1=CC=CC=C1